Cyclohexylmethyl ((((2R,3S,4R,5S)-5-(4-aminopyrrolo[2,1-f][1,2,4]triazin-7-yl)-2-cyano-3,4-dihydroxytetrahydrofuran-2-yl)methoxy)(phenoxy)phosphoryl)-L-alaninate NC1=NC=NN2C1=CC=C2[C@H]2[C@@H]([C@@H]([C@@](O2)(C#N)COP(=O)(OC2=CC=CC=C2)N[C@@H](C)C(=O)OCC2CCCCC2)O)O